8-((2s,5r)-4-((3-(1-acetylazetidin-3-yl)-1,2,4-oxadiazol-5-yl)(4-fluorophenyl)methyl)-2,5-dimethylpiperazin-1-yl)-5-methyl-6-oxo-5,6-dihydro-1,5-naphthyridine-2-carbonitrile C(C)(=O)N1CC(C1)C1=NOC(=N1)C(N1C[C@@H](N(C[C@H]1C)C1=CC(N(C=2C=CC(=NC12)C#N)C)=O)C)C1=CC=C(C=C1)F